NC(CC(=O)O)C=1SC=CC1 3-amino-3-(thiophen-2-yl)propionic acid